1,2-diamino-2-hydroxypropane NCC(C)(O)N